3-(4-methoxyphenyl)-2-phenyl-3,4-dihydro-isoquinolin-1(2H)-one COC1=CC=C(C=C1)C1N(C(C2=CC=CC=C2C1)=O)C1=CC=CC=C1